N,N'-(1,3-phenylenebis(methylene))bis(3-(benzyloxy)picolinamide) C1(=CC(=CC=C1)CNC(C1=NC=CC=C1OCC1=CC=CC=C1)=O)CNC(C1=NC=CC=C1OCC1=CC=CC=C1)=O